F[C@H]1C[C@@H](CN(C1)C(=O)OC1=NC=C(C=C1)Cl)N1C(CCCC1)=O 5-chloropyridin-2-yl (3'S,5'S)-5'-fluoro-2-oxo[1,3'-bipiperidine]-1'-carboxylate